[Si](C)(C)(C(C)(C)C)OC[C@@H](O)C1=NC=C(C=C1)Cl (S)-2-((tert-butyldimethylsilyl)oxy)-1-(5-chloropyridin-2-yl)ethan-1-ol